C(=C)(C)[C@H]1[C@@](CCC(C1)=C(C)C)(C=C)C (1S,2S)-2-Isopropenyl-4-Isopropylidene-1-Methyl-1-Vinylcyclohexane